O1C(=NCC1)NCCNC=1C2=C(N=C(N1)OC[C@H]1N(CCC1)C)CN(CC2)C2=CC=CC1=CC=CC(=C21)C (S)-N1-(4,5-dihydrooxazol-2-yl)-N2-(7-(8-methylnaphthalen-1-yl)-2-((1-methylpyrrolidin-2-yl)methoxy)-5,6,7,8-tetrahydropyrido[3,4-d]Pyrimidin-4-yl)ethane-1,2-diamine